((2S)-2-hydroxy-3-(8-(3'-(hydroxymethyl)biphenyl-3-ylsulfonyl)-1-oxa-8-azaspiro[4.5]dec-3-ylamino)propoxy)-N-methylbenzenesulfonamide O[C@H](COC1=C(C=CC=C1)S(=O)(=O)NC)CNC1COC2(C1)CCN(CC2)S(=O)(=O)C=2C=C(C=CC2)C2=CC(=CC=C2)CO